vinyl-5-hexyl-naphthalene C(=C)C1=CC=CC2=C(C=CC=C12)CCCCCC